CC=CC=CC=C hepta-2,4,6-triene